C1(CC1)C=1C=CC=C2C(=NN(C12)CC#C)C=1C(=C(C(=O)N)C=CC1F)F (7-cyclopropyl-1-(prop-2-yn-1-yl)-1H-indazol-3-yl)-2,4-difluorobenzamide